ClC1=C(C=C(OCC(=O)NC23CCC(CC2)(CC3)C(=O)NCC3=CC=C(C=C3)Cl)C=C1)F 4-[2-(4-chloro-3-fluorophenoxy)acetamido]-N-[(4-chlorophenyl)methyl]bicyclo[2.2.2]octane-1-carboxamide